O[C@@H]1[C@@H](O)[C@@H](O)[C@@H](O)[C@H](O1)CO alpha-D-talose